diazodiurea [N+](=[N-])(NC(=O)N)NC(=O)N